ClC=1C=C(C=CC1)[C@H](C(=O)N1CC2=C(N=C(NC2=O)C2(CC2)C2=NC=CC=C2)CC1)O (R)-6-(2-(3-chlorophenyl)-2-hydroxyacetyl)-2-(1-(pyridin-2-yl)cyclopropyl)-5,6,7,8-tetrahydropyrido[4,3-d]pyrimidin-4(3H)-one